C1CN(CCC12CCN(CC2)C(=O)C2=NC(=CC=C2)NC2=CC=CC=C2)C(=O)C2=NC(=CC=C2)NC2=CC=CC=C2 (3,9-diazaspiro[5.5]undecane-3,9-diyl)bis((6-(phenylamino)pyridin-2-yl)methanone)